3-bromo-N-(4-methoxybenzyl)-N-methyl-4-((4-(trifluoromethoxy)benzyl)amino)benzenesulfonamide BrC=1C=C(C=CC1NCC1=CC=C(C=C1)OC(F)(F)F)S(=O)(=O)N(C)CC1=CC=C(C=C1)OC